2-(2,3-difluorophenyl)-5-(1H-pyrrolo[2,3-b]pyridin-4-yl)-1H-pyrrole-3-carboxamide FC1=C(C=CC=C1F)C=1NC(=CC1C(=O)N)C1=C2C(=NC=C1)NC=C2